4-cyclopropyl-6-[3-[1-(4,5-dimethyl-1,2,4-triazol-3-yl)-3,3-difluorocyclobutyl]phenyl]-2-[[(3s)-3-methylpiperidin-1-yl]methyl]-1H-pyrrolo[2,3-c]pyridin-7-one C1(CC1)C=1C2=C(C(N(C1)C1=CC(=CC=C1)C1(CC(C1)(F)F)C1=NN=C(N1C)C)=O)NC(=C2)CN2C[C@H](CCC2)C